OC1=CC=C(C=C1)S(=O)(=O)C1=CC=C(OCCCCOC2=CC=C(C=C2)S(=O)(=O)C2=CC=C(C=C2)OC(C)C)C=C1 1-[4-(4-hydroxyphenylsulfonyl)phenoxy]-4-[4-(4-isopropoxyphenylsulfonyl)phenoxy]butane